(S)-tert-butyl 2-(6'-bromospiro[cyclopropane-1,3'-isochroman]-8'-yl)pyrrolidine-1-carboxylate BrC=1C=C2CC3(OCC2=C(C1)[C@H]1N(CCC1)C(=O)OC(C)(C)C)CC3